4-thiophenediazonium tetrafluoroborate F[B-](F)(F)F.S1C=CC(=C1)[N+]#N